O=C1NC(CCC1C=1C=C2C(NC(C2=CC1)=O)=O)=O 5-(2,6-dioxopiperidin-3-yl)-1,3-dioxoisoindolin